(1S,2R)-1-(2-chloro-4-fluorophenyl)-1-(1-methyl-1H-pyrazol-4-yl)propan ClC1=C(C=CC(=C1)F)[C@@H](CC)C=1C=NN(C1)C